THIENO(3,2-C)PYRIDINE S1C=CC=2C=NC=CC21